NCCOCCN amino-ethylether